COC1=CC=C2C=NN(C2=C1NS(=O)(=O)C=1C=NN(C1)C=1C=NN2C1COCC2)C N-(6-methoxy-1-methylindazol-7-yl)-1-{4H,6H,7H-pyrazolo[3,2-c][1,4]oxazin-3-yl}pyrazole-4-sulfonamide